1-(4-bromobutyl)-4-bromopyridine-2(1H)-one BrCCCCN1C(C=C(C=C1)Br)=O